N(=C=O)CC[Si](C)(C)OC (2-isocyanatoethyl)(methoxy)dimethyl-silane